C[C@H]1N([C@@H](COC1)C)C(N)=S (3R,5R)-3,5-dimethylmorpholin-4-thioamide